C(C1=CC=CC=C1)N1N=C(C=C1)C1=C(C=C(C=C1)F)NC(C1=CC=C(C=C1)OCCN1CCCCC1)=O N-(2-(1-benzyl-1H-pyrazol-3-yl)-5-fluorophenyl)-4-(2-(piperidin-1-yl)ethoxy)benzamide